C(C)(C)(C)OC(=O)N1[C@@H]2[C@@H](N(C[C@H]1CC2)C=2C1=C(N=C(N2)SCC)C(=C(N=C1Br)Cl)F)CCC=C (1S,2S,5R)-3-(5-bromo-7-chloro-2-(ethylsulfanyl)-8-fluoropyrido[4,3-d]pyrimidin-4-yl)-2-(but-3-en-1-yl)-3,8-diazabicyclo[3.2.1]octane-8-carboxylic acid tert-butyl ester